C[C@H](CCC)C1=NC2=CC=CC=C2C(N1)=O (R)-2-(pent-2-yl)quinazolin-4(3H)-one